3-tritylimidazolidine-2,4-dione C(C1=CC=CC=C1)(C1=CC=CC=C1)(C1=CC=CC=C1)N1C(NCC1=O)=O